FC=1C=C(N2N=C(N=CC21)N[C@H]2[C@@H](CN(CC2)S(=O)(=O)C)O)C2=C(C=CC=C2)F (3R,4R)-4-((5-fluoro-7-(2-fluorophenyl)pyrrolo[2,1-f][1,2,4]triazin-2-yl)amino)-1-(methylsulfonyl)piperidin-3-ol